COC(CCC1=CC(=C(C=C1)C)C1=CC(=NC=C1)NC(=O)C1=NN=C(N1)CC1CCCC1)=O 3-(3-(2-(5-(cyclopentylmethyl)-4H-1,2,4-triazole-3-carboxamido)pyridin-4-yl)-4-methylphenyl)propionic acid methyl ester